2-(3-bromophenyl)-1-phenyl-1H-imidazole BrC=1C=C(C=CC1)C=1N(C=CN1)C1=CC=CC=C1